(S)-N-(2-(1-(3-ethoxy-4-methoxyphenyl)-2-(methylsulfonyl)ethyl)-6-iodo-1,3-dioxoisoindolin-4-yl)acetamide C(C)OC=1C=C(C=CC1OC)[C@@H](CS(=O)(=O)C)N1C(C2=CC(=CC(=C2C1=O)NC(C)=O)I)=O